(S)-1-(3-(7-acetyl-4-amino-3-(7-methoxy-5-methylbenzothien-2-yl)-1H-pyrazolo[4,3-c]pyridin-1-yl)pyrrolidin-1-yl)prop-2-en-1-one C(C)(=O)C=1C2=C(C(=NC1)N)C(=NN2[C@@H]2CN(CC2)C(C=C)=O)C=2SC1=C(C2)C=C(C=C1OC)C